2-phenyl-6-(trifluoromethyl)quinoline C1(=CC=CC=C1)C1=NC2=CC=C(C=C2C=C1)C(F)(F)F